C1(=CC=CC=C1)[C@H]1CC=2C(=NC(=NC2CC1)N[C@H](CC)C1CCC(CC1)C(=O)O)N[C@@H](CNC1CCOCC1)C1=CC=CC=C1 (1R,4r)-4-((R)-1-(((R)-6-phenyl-4-(((R)-1-phenyl-2-((tetrahydro-2H-pyran-4-yl)amino)ethyl)amino)-5,6,7,8-tetrahydroquinazolin-2-yl)amino)propyl)cyclohexane-1-carboxylic acid